4-α-hydroxyisopropylphenyl isopropyl ketone C(C)(C)C(=O)C1=CC=C(C=C1)C(C)(C)O